5-amino-N-(4-chlorophenyl)-1H-pyrazole-4-carboxamide NC1=C(C=NN1)C(=O)NC1=CC=C(C=C1)Cl